BrC1CCCC2=NC3=CC=CC=C3C(=C12)Cl 1-bromo-9-chloro-1,2,3,4-tetrahydroacridine